Butyl ((2-((5-((tert-butoxycarbonyl)(4,4-difluorocyclohexyl)amino)pentyl)oxy)-4-chlorophenyl)sulfonyl)-L-prolinate C(C)(C)(C)OC(=O)N(CCCCCOC1=C(C=CC(=C1)Cl)S(=O)(=O)N1[C@@H](CCC1)C(=O)OCCCC)C1CCC(CC1)(F)F